IC1=C2N(N=C1COC1OCCCC1)CCC2 iodo-2-(((tetrahydro-2H-pyran-2-yl)oxy)methyl)-5,6-dihydro-4H-pyrrolo[1,2-b]pyrazole